ClC1=NC=C(C(=C1F)I)I 2-chloro-3-fluoro-4,5-diiodopyridine